NC1=C(C(=O)NC2COC2)C=C(C=N1)C1=C(C(=C(C=C1)NC(C(O)C1=CC(=CC(=C1)F)F)=O)F)C 2-amino-5-(4-(2-(3,5-difluorophenyl)-2-hydroxyacetamido)-3-fluoro-2-methyl-phenyl)-N-(oxetan-3-yl)nicotinamide